Cl.Cl.ClC1=C(CN2CC(CC2)N)C=CC=C1 1-(2-chlorobenzyl)-pyrrolidin-3-amine dihydrochloride